OC1=C(C=CC(=C1O)O)C1=C(C(=C(C=C1)O)O)O 2,2',3,3',4,4'-hexahydroxy-1,1'-biphenyl